P1(=O)(OC2(N(CCN2C)C)O1)[O-] 1,3-dimethylimidazolidin-2-ylidene phosphate